C[C@H]1NC[C@@H]2N(CC[C@@H]21)C(=O)C=2OC(=CN2)C2=CC(=NC=C2)C#N |r| rac-4-(2-((3aR,4R,6aR)-4-Methyloctahydropyrrolo[3,4-b]pyrrole-1-carbonyl)oxazol-5-yl)picolinonitrile